3-[(3-chloro-2-ethylphenyl)amino]-2-(3-{[(2S)-1-(prop-2-enoyl)pyrrolidin-2-yl]methoxy}pyridin-4-yl)-1H,5H,6H,7H-pyrrolo[3,2-c]pyridin-4-one ClC=1C(=C(C=CC1)NC1=C(NC2=C1C(NCC2)=O)C2=C(C=NC=C2)OC[C@H]2N(CCC2)C(C=C)=O)CC